OC(CC=1NC(C2=C(N1)C(=NC(=C2)C2=CC=C(C=C2)C(F)(F)F)C=2C=NC=CC2)=O)CO (2,3-dihydroxypropyl)-8-(pyridin-3-yl)-6-(4-(trifluoromethyl)phenyl)pyrido[3,4-d]pyrimidin-4(3H)-one